(3-tertiary butyl-4-hydroxy-5-methylphenyl)-propionate C(C)(C)(C)C=1C=C(C=C(C1O)C)OC(CC)=O